NC1=NC(=NC=C1)C=1N=C(SC1)NC=1C=C(C=CC1C)C1=CC=C(C=C1)O 3'-((4-(4-Aminopyrimidin-2-yl)thiazol-2-yl)amino)-4'-methyl-[1,1'-biphenyl]-4-ol